ClC1=C(C#N)C=CC(=C1)N1[C@H](CN([C@@H](C1)C)C(=O)C=1N=NC(=CC1)N1CCC(CC1)C=O)C 2-chloro-4-((2S,5R)-4-(6-(4-formylpiperidin-1-yl)pyridazine-3-carbonyl)-2,5-dimethylpiperazin-1-yl)benzonitrile